C(C)N(CC)C1=CC=C(CCN)C=C1 4-(N,N-diethylamino)phenethylamine